N[C@H](C(=O)N1C(=CC(=C1)O)C(=O)NC1=CC=C(C=C1)C1=C(N=CS1)C)C(C)(C)C (2S,4R)-1-((S)-2-amino-3,3-dimethylbutyryl)-4-hydroxy-N-(4-(4-methylthiazol-5-yl)phenyl)pyrrole-2-carboxamide